6-chloro-b-carboline ClC=1C=C2C=3C=CN=CC3NC2=CC1